5-(benzylthio)tetrazole C(C1=CC=CC=C1)SC1=NN=NN1